ClC1=NC(=CC(=N1)C=1CCN(CC1)C(=O)OC(C)(C)C)C1=CC=CC=C1 tert-butyl 4-(2-chloro-6-phenylpyrimidin-4-yl)-3,6-dihydropyridine-1(2H)-carboxylate